L-γ-aminobutyric acid NCCCC(=O)O